C(C)(C)(C)OC(=O)N1CCC(CC1)CCC=1C=C2C(=CNC2=CC1)NC(C)=O 4-[2-(3-Acetamido-1H-indol-5-yl)ethyl]piperidine-1-carboxylic acid tert-butyl ester